ClC1=CC=C(S1)S(=O)(=O)N1CCC2(CC(CO2)NC[C@@H](COC=2C=C(C=CC2)S(=O)(=O)NC)O)CC1 3-((2S)-3-(8-(5-chlorothiophen-2-ylsulfonyl)-1-oxa-8-azaspiro[4.5]decan-3-ylamino)-2-hydroxypropoxy)-N-methylbenzenesulfonamide